(S)-9-bromo-N-(2-cyano-4,4,4-trifluorobutan-2-yl)-8-methoxy-1-propyl-5,6-dihydropyrrolo[2,1-a]isoquinoline-3-carboxamide BrC1=C(C=C2CCN3C(C2=C1)=C(C=C3C(=O)N[C@@](C)(CC(F)(F)F)C#N)CCC)OC